N,N'-bis(2,3-epoxypropyl)piperazine C(C1CO1)N1CCN(CC1)CC1CO1